C(CC)C(CC)C1=C(C(=C(C=C1)CC1=CC=CC=C1)CCC)CC1=CC=CC=C1 α-propylbenzyl-n-propylbenzyl-n-propylbenzene